tetraphenoxypyridine O(C1=CC=CC=C1)C=1C(=C(C(=NC1)OC1=CC=CC=C1)OC1=CC=CC=C1)OC1=CC=CC=C1